OC1=NC=CC=C1NC(=O)C=1C(=CC=2N(C1)C=C(N2)C2CCOCC2)OC N-(2-hydroxypyridin-3-yl)-7-methoxy-2-(tetrahydro-2H-pyran-4-yl)imidazo[1,2-a]pyridine-6-carboxamide